C1(CCCCC1)N1CC(CC1)NC(=O)N1C[C@H]2CC[C@@H](C1)N2C2=NC(=NC1=CC(=CC=C21)C2=CC(=CC1=CC=CC=C21)O)OC[C@H]2N(CCC2)C (1R,5S)-N-(1-cyclohexylpyrrolidin-3-yl)-8-(7-(3-hydroxynaphthalen-1-yl)-2-(((S)-1-methylpyrrolidin-2-yl)methoxy)quinazolin-4-yl)-3,8-diazabicyclo[3.2.1]octane-3-carboxamide